CN(CCCNC(C1=NC=C(C=C1)[76Br])=O)C N-(3-(dimethylamino)propyl)-5-[76Br]bromopicolinamide